COC=1C=CC2=C(N(C=N2)CCNC(C)=O)C1 N-[2-(6-methoxybenzoimidazol-1-yl)ethyl]acetamide